4-(2-(3-fluoro-5-(1-methyl-1H-pyrazol-5-yl)phenoxy)ethoxy)benzonitrile FC=1C=C(OCCOC2=CC=C(C#N)C=C2)C=C(C1)C1=CC=NN1C